(S)-tert-butyldimethyl((1-(methylthio)prop-2-yl)oxy)silane C(C)(C)(C)[Si](O[C@H](CSC)C)(C)C